[Na].OC(COCC(C)O)C 2-hydroxypropyl ether, sodium salt